FC=1C=CC2=C(CCO2)C1CNC1=NC=C(C=2N1C=NC2S(=O)(=O)C)C=2C=NC(=CC2)C N-((5-fluoro-2,3-dihydrobenzofuran-4-yl)methyl)-8-(6-methylpyridin-3-yl)-1-(methylsulfonyl)imidazo[1,5-c]pyrimidin-5-amine